CC1(OC2=C(C1)C(=CC=C2)C2=CC(=C(OC(C(=O)O)CC)C(=C2)F)F)C 4-(2,2-dimethyl-2,3-dihydro-benzofuran-4-yl)-2,6-difluoro-phenoxyl-butyric acid